8-methyl-N-((S)-5-methyl-4-oxo-2,3,4,5-tetrahydrobenzo[b][1,4]oxazepin-3-yl)-4,5,6,8-tetrahydro-1H-oxepino[3,4-c]pyrazole-3-carboxamide CC1OCCCC2=C1NN=C2C(=O)N[C@@H]2C(N(C1=C(OC2)C=CC=C1)C)=O